4-amino-N-((3S)-5,6-dichloro-2,3-dihydro-1-benzofuran-3-yl)-N-methyl-1,3-dihydrofuro[3,4-c][1,7]naphthyridine-8-carboxamide NC1=NC=2C=NC(=CC2C2=C1COC2)C(=O)N(C)[C@@H]2COC1=C2C=C(C(=C1)Cl)Cl